4-((2'-((((1R,2S)-1-(3,5-bis(trifluoromethyl)phenyl)-1-hydroxypropan-2-yl)(cyclopentyl)amino)methyl)-6-Methoxy-4-methyl-4'-(trifluoromethyl)-[1,1'-biphenyl]-3-yl)oxy)butanoic acid FC(C=1C=C(C=C(C1)C(F)(F)F)[C@H]([C@H](C)N(C1CCCC1)CC1=C(C=CC(=C1)C(F)(F)F)C1=CC(=C(C=C1OC)C)OCCCC(=O)O)O)(F)F